C1(CC1)C1=C(C(=NO1)C1=C(N(C=2N=CN=C(C21)N)C(C)C)C)I 5-(5-cyclopropyl-4-iodoisoxazol-3-yl)-7-isopropyl-6-methyl-7H-pyrrolo[2,3-d]Pyrimidin-4-amine